C(#N)C=1C=NC(=NC1)N1CCN(CC1)C(CONC(OC(C)(C)C)=O)=C=O tert-Butyl (2-(4-(5-cyanopyrimidin-2-yl)piperazin-1-yl)-2-carbonylethoxy)carbamate